4-(7-(1-(2-Methoxyethyl)-1H-pyrazol-4-yl)imidazo[1,2-c]pyrimidin-3-yl)piperazine-1-carboxylic acid tert-butyl ester C(C)(C)(C)OC(=O)N1CCN(CC1)C1=CN=C2N1C=NC(=C2)C=2C=NN(C2)CCOC